C1(=CC=CC=C1)C1SC[C@H](N1)C(=O)OC methyl (4R)-2-phenylthiazolidine-4-carboxylate